1-{3-[4-(4-amino-7-methyl-5-{4-[(6-methylpyridin-2-yl)oxy]phenyl}-7H-pyrrolo[2,3-d]pyrimidin-6-yl)phenyl]-2,5-dihydro-1H-pyrrol-1-yl}prop-2-en-1-one hydrochloride Cl.NC=1C2=C(N=CN1)N(C(=C2C2=CC=C(C=C2)OC2=NC(=CC=C2)C)C2=CC=C(C=C2)C=2CN(CC2)C(C=C)=O)C